NC1=NC=2C=C(C(=CC2C2=C1C=NN2C)C(=O)N(CC2=NC=C(C=C2)C(F)(F)F)C2CC2)C(F)(F)F 4-amino-N-cyclopropyl-1-methyl-7-(trifluoromethyl)-N-((5-(trifluoromethyl)-2-pyridinyl)methyl)-1H-pyrazolo[4,3-c]quinoline-8-carboxamide